1-Methyl-4-phenyl-4-carboethoxypiperidine hydrochloride Cl.CN1CCC(CC1)(C(=O)OCC)C1=CC=CC=C1